ClC=1C=CC=2N=CN=C(C2N1)NC1=CC(=C(C=C1)OC=1C=NC=CC1)C 6-chloro-N-[3-methyl-4-(pyridin-3-yloxy)phenyl]pyrido[3,2-d]pyrimidin-4-amine